6-hydroxy-2-(2-methylphenyl)benzo[f]quinoxalin OC=1C2=C(C=3N=C(C=NC3C1)C1=C(C=CC=C1)C)C=CC=C2